N-(2-(1,1-dioxidotetrahydro-2H-thiopyran-4-yl)ethyl)-N-(2-fluoro-5-methylbenzyl)-3-(trifluoromethyl)-1H-pyrazole-5-carboxamide O=S1(CCC(CC1)CCN(C(=O)C1=CC(=NN1)C(F)(F)F)CC1=C(C=CC(=C1)C)F)=O